OC=1C=2N(C=CC1)C(=CN2)C#C[Si](C)(C)C 8-(hydroxy)-3-((trimethylsilyl)ethynyl)imidazo[1,2-a]pyridine